BrC1=CC(=CS1)C[C@H](C(=O)OC(C)(C)C)[C@@H]1CN(CC1)C(=O)OC(C)(C)C tert-butyl (3R)-3-[(2S)-3-(5-bromothiophen-3-yl)-1-(tert-butoxy)-1-oxopropan-2-yl]pyrrolidine-1-carboxylate